1,1,1,3,3,3-hexafluoropropan-2-yl 2-((2-ethyl-1,2,3,4-tetrahydroisoquinolin-8-yl) methyl)-2,8-diazaspiro[4.5]decane-8-carboxylate C(C)N1CC2=C(C=CC=C2CC1)CN1CC2(CC1)CCN(CC2)C(=O)OC(C(F)(F)F)C(F)(F)F